tert-Butyl 5-hydroxy-5-(hydroxymethyl)-5,6,9,10-tetrahydro-4H-isoxazolo[3,4-c]pyrido[4',3':3,4]pyrazolo[1,5-a]azepine-11(12H)-carboxylate OC1(CC=2C(C=3N(C1)N=C1C3CN(CC1)C(=O)OC(C)(C)C)=NOC2)CO